C1(CCC1)OC1=C(C(=O)O)C=CC(=C1)C(=O)OCC 2-cyclobutoxy-4-(ethoxycarbonyl)benzoic acid